CN1N=C(C=C1C)NC1=NC=C(C(=N1)C1=CNC2=C(C=CC=C12)N1CC2=CC=CC(=C2C1=O)NC(C1=CC=CC=C1)=O)C N-(2-(3-(2-((1,5-dimethyl-1H-pyrazol-3-yl)amino)-5-methylpyrimidin-4-yl)-1H-indol-7-yl)-3-oxoisoindolin-4-yl)benzamide